CC=1N=C2N(CCN(C2)C(=O)C=2C=C3C(=NC2)NC=C3C3=CC=2N(C=C3)N=CC2C=2C=NC=CC2)C1 (2-methyl-5,6-dihydroimidazo[1,2-a]pyrazin-7(8H)-yl)(3-(3-(pyridin-3-yl)pyrazolo[1,5-a]pyridin-5-yl)-1H-pyrrolo[2,3-b]pyridin-5-yl)methanone